COC1=C(C=C(C=C1)C)[C@@]1([C@@H](C1)C=1C(=NC=CC1)OC)C(=O)NS(=O)(=O)C=1C=2C=CC(=NC2C=CC1)C (1R,2S)-1-(2-methoxy-5-methylphenyl)-2-(2-methoxypyridin-3-yl)-N-(2-methylquinoline-5-sulfonyl)cyclopropane-1-carboxamide